3-(6-(benzyloxy)naphthalen-2-yl)-1-(piperidin-4-ylmethyl)-1H-pyrazolo[3,4-d]pyrimidin-4-amine C(C1=CC=CC=C1)OC=1C=C2C=CC(=CC2=CC1)C1=NN(C2=NC=NC(=C21)N)CC2CCNCC2